C(C)(C)(C)OC(=O)N1CC(C1)C1=NC=CC=C1 (tert-butoxycarbonyl)-3-(pyridin-2-yl)azetidin